C(C)(C)(C)OC(=S)N1C[C@H](CC1)C (S)-3-methylthiopyrrolidine-1-carboxylic acid tert-butyl ester